2-fluoro-4-isobutyl-6-(4-(pyridazin-3-ylamino)piperidin-1-yl)benzonitrile FC1=C(C#N)C(=CC(=C1)CC(C)C)N1CCC(CC1)NC=1N=NC=CC1